N(=[N+]=[N-])CCCCCC(=O)NC(C)C 2-(6-azidohexanamido)propane